ClC=1C=CC(=C(C1)C=1C(=CC2=C(N(C(N=C2N2[C@H](CN(CC2)C(C=C)=O)C)=O)C2=C(C=CC=C2C(C)C)C)N1)F)O 7-(5-Chloro-2-hydroxyphenyl)-6-fluoro-1-(2-methyl-6-(2-propanyl)phenyl)-4-((2S)-2-methyl-4-(2-propenoyl)-1-piperazinyl)pyrido[2,3-d]pyrimidin-2(1H)-one